C(C)(C)(C)[Si](NS(=O)(=O)C)(C)C N-[tert-butyl-(dimethyl)silyl]Methanesulfonamide